C(CCC)C=1C(CC(CC1O)CC(C)SC1CCCCC1)=O 2-butyl-5-(2-cyclohexylsulfanyl-propyl)-3-hydroxy-cyclohex-2-enone